2,4,5-trifluoro-benzenesulfonyl chloride FC1=C(C=C(C(=C1)F)F)S(=O)(=O)Cl